6-chloro-3-fluoroimidazo[1,2-b]pyridazin ClC=1C=CC=2N(N1)C(=CN2)F